4-[(3-chloro-4-fluorophenyl)amino]-6-{[4-(N-cyclopropyl-N-methyl-amino)-1-oxo-2-butene-1-yl]amino}-7-cyclopentyloxy-quinazoline ClC=1C=C(C=CC1F)NC1=NC=NC2=CC(=C(C=C12)NC(C=CCN(C)C1CC1)=O)OC1CCCC1